4-((Dimethylamino)methyl)-N'-((1,2,3,5,6,7-hexahydro-s-indacen-4-yl)carbamoyl)-2-methoxybenzenesulfonimidamide CN(C)CC1=CC(=C(C=C1)S(=O)(N)=NC(NC1=C2CCCC2=CC=2CCCC12)=O)OC